(2,2-dimethylpentyl)zinc (II) bromide [Br-].CC(C[Zn+])(CCC)C